COCCOCCOCCOCCC(=O)ON1C(=O)CCC1=O N-succinimidyl 4,7,10,13-tetraoxatetradecanoate